N1CCC(CC1)[C@@H]1[C@H]([C@H]([C@@H](C1)N1C=C2CCCNC=3C2=C1N=CN3)O)O (1S,2R,3R,5R)-3-(piperidin-4-yl)-5-(6,7,8,9-tetrahydro-2H-2,3,5,6-tetraazabenzo[cd]azulen-2-yl)cyclopentane-1,2-diol